BrC=1C(=C(C=NO)C(=CC1)C)F 3-Bromo-2-fluoro-6-methylbenzaldehyde oxime